3,3-difluoro-1-(4-methoxybenzyl)-4-(1-methyl-1H-pyrazol-4-yl)azepane FC1(CN(CCCC1C=1C=NN(C1)C)CC1=CC=C(C=C1)OC)F